BrC=1C(=NC2=C(C=C(C=C2C1)F)Br)O 3,8-dibromo-6-fluoro-quinolin-2-ol